sodium lauroyl sarcosinate sodium laurylgluconate C(CCCCCCCCCCC)OC(=O)[C@H](O)[C@@H](O)[C@H](O)[C@H](O)CO.[Na].N(C)CC(=O)OC(CCCCCCCCCCC)=O.[Na]